3-(3-(3-(4-(1-aminocyclobutyl)phenyl)-2-(2-aminopyridin-3-yl)-3H-imidazo[4,5-b]pyridin-5-yl)phenyl)-N-(7-((2-(2,6-dioxopiperidin-3-yl)-1,3-dioxoisoindolin-4-yl)amino)heptyl)propanamide NC1(CCC1)C1=CC=C(C=C1)N1C(=NC=2C1=NC(=CC2)C=2C=C(C=CC2)CCC(=O)NCCCCCCCNC2=C1C(N(C(C1=CC=C2)=O)C2C(NC(CC2)=O)=O)=O)C=2C(=NC=CC2)N